COC1=C(C=C(C=C1)C=1C=C(C=NC1)C=1CB(OC1)O)OCCC (S)-4-(5-(4-methoxy-3-propoxyphenyl)pyridin-3-yl)-1,2-oxaborol-2-ol